diiodoplatinum (II) I[Pt]I